BrC=1C=C2C=C(N(C2=CC1)C(=O)OC(C)(C)C)C(=O)OC 1-(tert-butyl) 2-methyl 5-bromo-1H-indole-1,2-dicarboxylate